FC(S(=O)(=O)O)(F)F.C(C)#N acetonitrile trifluoromethanesulfonate